1-(1-(3,5-Dichlorophenyl)-2,5-dimethyl-1H-pyrrol-3-yl)-2-(4-hydroxy-piperidin-1-yl)ethanone ClC=1C=C(C=C(C1)Cl)N1C(=C(C=C1C)C(CN1CCC(CC1)O)=O)C